BrC=1C(=NC(=C(C(=O)N)C1)N1CCC(CC1)(F)F)C 5-bromo-2-(4,4-difluoro-piperidin-1-yl)-6-methylnicotinamide